FC1=C(C=CC(=C1)F)S(=O)(=O)[O-].C(C)(C)(C)C1=CC=C(C=C1)[I+]C1=CC=C(C=C1)C(C)(C)C bis(4-t-butylphenyl)iodonium 2,4-difluorobenzenesulfonate